CN1C(=NN=C1)S[C@@H](C)C1=CC(=NC=C1)NC(C1=NC(=CC=C1)OC(F)(F)F)=O (S)-N-(4-(1-((4-methyl-4H-1,2,4-triazol-3-yl)thio)ethyl)pyridin-2-yl)-6-(trifluoromethoxy)picolinamide